3-(8,9,10,11-tetrahydro-3H-pyrazolo[4,3-a]phenanthridin-7-yl)phenol C1=NNC=2C1=C1C=3CCCCC3C(=NC1=CC2)C=2C=C(C=CC2)O